C(C)C=1SC(=C(N1)C1=CC=CC=C1)OC1=CC(=NC=C1)N(C1=NC=C(C=C1)N)CCN1CCN(CC1)CC N2-(4-((2-Ethyl-4-phenylthiazol-5-yl)oxy)pyridin-2-yl)-N-(2-(4-ethylpiperazin-1-yl)ethyl)pyridine-2,5-diamine